tert-butyl (3S)-4-(7-bromo-2,6-dichloro-8-fluoro-quinazolin-4-yl)-3-methyl-piperazine-1-carboxylate BrC1=C(C=C2C(=NC(=NC2=C1F)Cl)N1[C@H](CN(CC1)C(=O)OC(C)(C)C)C)Cl